BrC=1C=C(C=CC1)C=1N=C2N(C=CN=C2)C1NC1=CC=C(C(=O)O)C=C1 4-[[2-(3-bromophenyl)imidazo[1,2-a]pyrazin-3-yl]amino]benzoic acid